N-{[4-hydroxy-2-oxo-1-(4-phenoxybenzyl)-1,2,5,6-tetrahydro-3-pyridinyl]carbonyl}glycine OC1=C(C(N(CC1)CC1=CC=C(C=C1)OC1=CC=CC=C1)=O)C(=O)NCC(=O)O